NC[C@]1([C@H]([C@H](N[C@@H]1CC(C)(C)C)C(=O)OC(C)(C)C)C1=C(C(=CC=C1)Cl)F)C=1C=NC(=CC1Cl)Cl tert-butyl (2S,3S,4S,5R)-4-(aminomethyl)-3-(3-chloro-2-fluorophenyl)-4-(4,6-dichloropyridin-3-yl)-5-(2,2-dimethylpropyl)pyrrolidine-2-carboxylate